C[C@@H](CCC[C@@H](C)CCCC(C)CCOCC(COP(=O)([O-])OCC[N+](C)(C)C)OCCC(C)CCC[C@H](C)CCC[C@H](C)CCCC(C)C)CCCC(C)C 1,2-Di-O-phytanyl-sn-Glycero-3-Phosphocholine